methyl 2-(1-(tert-butoxycarbonyl)piperidin-4-yl)-6-nitroimidazo[1,2-a]pyridine-7-carboxylate C(C)(C)(C)OC(=O)N1CCC(CC1)C=1N=C2N(C=C(C(=C2)C(=O)OC)[N+](=O)[O-])C1